FC(C(=O)[O-])C(C1=CC=CC=C1)=O 2-fluoro-3-oxo-3-phenylpropionate